FC(C1=NC(=NC=C1)C1=NOC(=N1)[C@H](C)NC(OC(C)(C)C)=O)(F)F tert-butyl (S)-(1-(3-(4-(trifluoromethyl)pyrimidin-2-yl)-1,2,4-oxadiazol-5-yl)ethyl)carbamate